N1C(=O)NC(=O)C1 Hydantoine